((S)-1-(2,4-Difluorophenoxy)ethyl)-3-(ethoxymethyl)-8-(trifluoromethyl)[1,2,4]triazolo[4,3-a]pyridine FC1=C(O[C@@H](C)C2=CC=C(C=3N2C(=NN3)COCC)C(F)(F)F)C=CC(=C1)F